bis(tri-tertbutylphosphine) palladium (0) [Pd].C(C)(C)(C)P(C(C)(C)C)C(C)(C)C.C(C)(C)(C)P(C(C)(C)C)C(C)(C)C